ClN(S(=O)(=O)C1=CC=CC=C1)OC N-chloro-N-methoxybenzenesulfonamide